NC1=CC=CC(=N1)S(=O)(=O)NC(=O)C=1C(=NC(=CC1)C=1C=NC(=CC1)OC(C)C)N1C(CC(C1)C)(C)C N-[(6-Amino-2-pyridyl)sulfonyl]-6-(6-isopropoxy-3-pyridyl)-2-(2,2,4-trimethylpyrrolidin-1-yl)pyridin-3-carboxamid